C=1N=CN2C1C(=CC=C2)COC2=CN=C(C=C2C=O)OC 5-(imidazo[1,5-a]pyridin-8-ylmethoxy)-2-methoxyisonicotinaldehyde